zirconium tributoxide mono-stearate C(CCCCCCCCCCCCCCCCC)(=O)[O-].[O-]CCCC.[O-]CCCC.[O-]CCCC.[Zr+4]